(2S,5S)-2-amino-2-methyl-octadecane-3,5-diol NC(C)(C(C[C@H](CCCCCCCCCCCCC)O)O)C